FC(OC(CCCOC1=C(C=CC=C1)CCC1=CC(=CC=C1)OC(F)(F)F)N(C(F)(F)F)C(F)(F)F)F (difluoromethoxy)-4-(2-(3-(trifluoromethoxy)phenethyl)phenoxy)-N,N-bis(trifluoromethyl)butan-1-amine